CC1=NOC(=C1C1=CC=2C(=NC=C(C2)C2=CC=C(C=C2)N2CCN(CC2)C)N1[SH4]OOC1=CC=C(C=C1)C)C (3,5-dimethylisoxazol-4-yl)-1-[(4-methylphenyl)dioxy-λ6-thio]-5-[4-(4-methylpiperazin-1-yl)phenyl]pyrrolo[2,3-b]pyridine